Racemic-N-(1-(6,7-difluoro-4-oxo-3,4-dihydrophthalazin-1-yl)ethyl)-4,6-difluoro-N-methyl-1H-indole-2-carboxamide FC=1C=C2C(NN=C(C2=CC1F)[C@@H](C)N(C(=O)C=1NC2=CC(=CC(=C2C1)F)F)C)=O |r|